COC=1C=C2C3=C(NC2=CC1)C(=NC=C3)C(C=CC3=CC(=C(C(=C3)F)F)F)=O 1-(6-methoxy-9H-pyrido[3,4-b]indol-1-yl)-3-(3,4,5-trifluorophenyl)prop-2-en-1-one